2-(((tert-butoxycarbonyl)amino)methyl)-6-(1-(methoxycarbonyl)-piperidin-3-yl)-1H-benzo[d]imidazol-1-ium formate C(=O)[O-].C(C)(C)(C)OC(=O)NCC1=NC2=C([NH2+]1)C=C(C=C2)C2CN(CCC2)C(=O)OC